FC1=CC=C(OC2=CC=C(C=C2)C=2NC=3N(N=CC3C3CCNCC3)C2)C=C1 2-(4-(4-fluorophenoxy)phenyl)-7-(piperidin-4-yl)-1H-imidazo[1,2-b]Pyrazole